C1(CCC1)NC(=O)C1=C(C2=C(CN(C2)C2=NOC(C2)(C(F)(F)F)C2=CC(=CC(=C2)Cl)Cl)S1)C N-cyclobutyl-5-(5-(3,5-dichlorophenyl)-5-(trifluoromethyl)-4,5-dihydroisoxazol-3-yl)-3-methyl-5,6-dihydro-4H-thieno[2,3-c]pyrrole-2-carboxamide